methoxy-2-{[2-(trimethylsilyl)ethoxy]methyl}-2H-pyrazolo[4,3-c]pyridine COC=1N(N=C2C1C=NC=C2)COCC[Si](C)(C)C